6-(2,6-dichlorophenyl)-2-{[4-(4-methylpiperazin-1-yl)phenyl]amino}-8-phenylpyrido[2,3-d]pyrimidin-5(8H)-one ClC1=C(C(=CC=C1)Cl)C=1C(C2=C(N=C(N=C2)NC2=CC=C(C=C2)N2CCN(CC2)C)N(C1)C1=CC=CC=C1)=O